Methyl 2-isopropyl-2,3-dihydro-1H-indene-2-carboxylate C(C)(C)C1(CC2=CC=CC=C2C1)C(=O)OC